4-methylchromane CC1CCOC2=CC=CC=C12